(3R)-N-cyclopropylpyrrolidin-3-amine dihydrochloride Cl.Cl.C1(CC1)N[C@H]1CNCC1